(1S,3S)-methyl-3-((2-(5-fluoro-3-formylthiophen-2-yl)-4-methylpyrimidin-5-yl)oxy)cyclohexanecarboxylate COC(=O)[C@@H]1C[C@H](CCC1)OC=1C(=NC(=NC1)C=1SC(=CC1C=O)F)C